3-[4-[(4-iodopyrazol-1-yl)methyl]phenyl]-5-(trifluoromethyl)-1,2,4-oxadiazole IC=1C=NN(C1)CC1=CC=C(C=C1)C1=NOC(=N1)C(F)(F)F